1-[6-(2-hydroxyphenyl)pyridazin-4-yl]-4-(2-methylpyrazol-3-yl)piperidine-4-carboxylic acid OC1=C(C=CC=C1)C1=CC(=CN=N1)N1CCC(CC1)(C(=O)O)C=1N(N=CC1)C